OCC1=NC(=CC(=N1)C1=NN(C2=CC=C(C=C12)O[C@@H](CCNC(OCC1=CC=CC=C1)=O)C)C1OCCCC1)N1CCCC1 benzyl N-[(3R)-3-[3-[2-(hydroxymethyl)-6-pyrrolidin-1-yl-pyrimidin-4-yl]-1-tetrahydropyran-2-yl-indazol-5-yl]oxybutyl]carbamate